6-imino-4,13-dioxo-3-oxa-5,7,12-triazatetracosane N=C(NC(OCC)=O)NCCCCNC(CCCCCCCCCCC)=O